ClC1=CC=C(C=C1)C1=C(CCC(C1)(C)C)C(=O)N1CC2CCC(C1)N2C(=O)C=2C=C1CN(C(C1=CC2)=O)C2C(NC(CC2)=O)=O 3-(5-(3-(4'-chloro-5,5-dimethyl-3,4,5,6-tetrahydro-[1,1'-biphenyl]-2-carbonyl)-3,8-diazabicyclo[3.2.1]octane-8-carbonyl)-1-oxoisoindolin-2-yl)piperidine-2,6-dione